amino-sulfoiron N[Fe]S(=O)(=O)O